N1(CC(C1)N1CCC(CC1)N1N=C(C=2C1=NC=NC2N)C2=CC(=C(C=C2)OC2=CC=CC=C2)F)C2CNC2 1-(1-([1,3'-biazetidin]-3-yl)piperidin-4-yl)-3-(3-fluoro-4-phenoxyphenyl)-1H-pyrazolo[3,4-d]pyrimidin-4-amine